hexoxane O1OOOOO1